tungsten-vanadium dioxide [O-2].[O-2].[V+5].[W+4]